rubidium-boron-iron [Fe].[B].[Rb]